ClC1=C(C=C(C=C1)C1(CC1)NC(=O)C1=CC(=NN1C)C(F)(F)F)OC N-(1-(4-chloro-3-methoxyphenyl)cyclopropyl)-1-methyl-3-(trifluoromethyl)-1H-pyrazole-5-carboxamide